(1r*,3s*)-3-[(3R)-3-[1-(7-{[(1R)-1-(2,4-dichlorophenyl)ethyl]amino}-2-methylpyrazolo[4,3-d]pyrimidin-5-yl)azetidin-3-yl]piperidin-1-yl]-1-methylcyclobutane-1-carboxylic acid ClC1=C(C=CC(=C1)Cl)[C@@H](C)NC=1C=2C(N=C(N1)N1CC(C1)[C@@H]1CN(CCC1)C1CC(C1)(C(=O)O)C)=CN(N2)C